N-(4-((6,7-dimethoxyquinolin-4-yl)oxy)phenyl)-4-oxo-1-phenyl-1,4-dihydroquinoline-3-formamide COC=1C=C2C(=CC=NC2=CC1OC)OC1=CC=C(C=C1)NC(=O)C1=CN(C2=CC=CC=C2C1=O)C1=CC=CC=C1